3-(1-methyl-7-(2,8-diazaspiro[5.5]undecan-2-yl)-1H-indazol-3-yl)piperidine-2,6-dione CN1N=C(C2=CC=CC(=C12)N1CC2(CCC1)CNCCC2)C2C(NC(CC2)=O)=O